6-Bromo-1-chloro-3-ethylsulfanyl-5-fluoro-7,9-dihydrofuro[3,4-f]quinazoline BrC=1C2=C(C=3C(=NC(=NC3C1F)SCC)Cl)COC2